Isopropylpropanoat C(C)(C)OC(CC)=O